C(#N)C1(CC2(CC2)C1)C=1C=C2C(=CN1)N(N=C2C2=CC(=NC=N2)N2CCN(CC2)C(=O)OC(C)(C)C)C(C2=CC=CC=C2)(C2=CC=CC=C2)C2=CC=CC=C2 tert-butyl 4-[6-[5-(5-cyanospiro[2.3]hexan-5-yl)-1-trityl-pyrazolo[3,4-c]pyridin-3-yl]pyrimidin-4-yl]piperazine-1-carboxylate